COCC1(CCN(CC1)C1=C(C=CC=2N1C=CN2)NS(=O)(=O)C2=CC=C(C=C2)S(=O)(=O)N(C)C)C N4-{5-[4-(methoxymethyl)-4-methylpiperidin-1-yl]imidazo[1,2-a]pyridin-6-yl}-N1,N1-dimethylbenzene-1,4-disulfonamide